ClC1=C(C=CC(=C1)F)COC1=CC=C(C=C1)[N+](=O)[O-] 2-Chloro-4-Fluoro-1-((4-Nitrophenoxy)Methyl)Benzene